tert-butyl 2-(4-nitrophenyl)thiomorpholine-4-carboxylate 1,1-dioxide [N+](=O)([O-])C1=CC=C(C=C1)C1CN(CCS1(=O)=O)C(=O)OC(C)(C)C